BrC1=C(C=C(C(=C1)OCC)C(F)(F)F)OC 1-bromo-5-ethoxy-2-methoxy-4-(trifluoromethyl)benzene